ClC=1C=NC=CC1COC=1C(=NC=C(N1)C1=CC(=C2CCN(CC2=C1)C)C)N 3-((3-chloropyridin-4-yl)methoxy)-5-(2,5-dimethyl-1,2,3,4-tetrahydroisoquinolin-7-yl)pyrazin-2-amine